2-fluoro-3-(4,4,5,5-tetramethyl-1,3,2-dioxaborolan-2-yl)phenol FC1=C(C=CC=C1B1OC(C(O1)(C)C)(C)C)O